C(C)C=1N(C(C2=C(N1)CCN(C2)C)=O)CC2=NOC(=C2)C2=C(C#N)C=C(C(=C2)O)F 2-(3-((2-ethyl-6-methyl-4-oxo-5,6,7,8-tetrahydropyrido[4,3-d]pyrimidin-3(4H)-yl)methyl)isoxazol-5-yl)-5-fluoro-4-hydroxybenzonitrile